7-(2-chloro-5-fluorophenyl)-7-hydroxy-8-[(4-methoxyphenyl)methyl]-6-nitro-2,7,8,9-tetrahydro-1H-pyrrolo[4,3-h]quinoline-2,9-dione ClC1=C(C=C(C=C1)F)C1(N(C(C=2C1=C(C=C1C=CC(NC21)=O)[N+](=O)[O-])=O)CC2=CC=C(C=C2)OC)O